Cl.Cl.CN(C1NNC1)C N,N-dimethylazazetidin-3-amine dihydrochloride